16-9-(3,4-dihydroxy-5-oxo-2,5-dihydrofuran-2-yl)-7,12-dioxo-3,8,11,16-tetraoxa-6,13-diazaoctadecane-1,18-diyl bis(2-methylacrylate) CC(C(=O)OCCOCCNC(OC(COC(NCCOCCOC(C(=C)C)=O)=O)C1OC(C(=C1O)O)=O)=O)=C